5-bromo-3-fluoro-2-[1-methyl-4-(trifluoromethyl)imidazol-2-yl]pyridine BrC=1C=C(C(=NC1)C=1N(C=C(N1)C(F)(F)F)C)F